BrCC(=O)NCCN1C(C(CC1)SC(CCC(=O)N([C@@H](C)C(=O)[O-])C)(C)C)=O N-(4-((1-(2-(2-bromoacetamido)ethyl)-2-oxopyrrolidin-3-yl)thio)-4-methylpentanoyl)-N-methyl-L-alaninate